C(CCCC1C(CC)O1)OC(=O)C1C(CCCC1)C(=O)OCCCCC1C(CC)O1 bis-(5,6-epoxy octyl)cyclohexane-1,2-dicarboxylate